(1-(2,2-difluoroethyl)-3-(3-fluorophenyl)-1H-indazol-6-yl)(4-(1-(difluoromethyl)-1H-benzo[d]imidazol-2-yl)piperidin-1-yl)methanone FC(CN1N=C(C2=CC=C(C=C12)C(=O)N1CCC(CC1)C1=NC2=C(N1C(F)F)C=CC=C2)C2=CC(=CC=C2)F)F